CC1(N(C(N(C1=O)C1=CC(=C(C#N)C=C1)C(F)(F)F)=O)CCNC=1N=CC2=CC=CC=C2C1)C 4-(4,4-dimethyl-2,5-dioxo-3-(2-(isoquinolin-3-ylamino)ethyl)imidazolin-1-yl)-2-(trifluoromethyl)benzonitrile